FC=1C=CC(=NC1C)C(=O)NC1=CC2=CN(N=C2C=C1C(C)(C)O)CCC(C)(C)O 5-fluoro-N-[2-(3-hydroxy-3-methylbutyl)-6-(2-hydroxypropan-2-yl)-2H-indazol-5-yl]-6-methylpyridine-2-carboxamide